2-phenyl-2-chloropropane C1(=CC=CC=C1)C(C)(C)Cl